4-(4-(2-(6-(Bis(4-methoxybenzyl)amino)-2-butoxy-5-nitropyrimidin-4-yl)ethyl)benzyl)piperazine-1-carboxylic acid tert-butyl ester C(C)(C)(C)OC(=O)N1CCN(CC1)CC1=CC=C(C=C1)CCC1=NC(=NC(=C1[N+](=O)[O-])N(CC1=CC=C(C=C1)OC)CC1=CC=C(C=C1)OC)OCCCC